Methyl 2-(1-(2',4',6'-trimethyl-[1,1'-biphenyl]-4-yl) butyl)-2H-imidazole-5-carboxylate CC1=C(C(=CC(=C1)C)C)C1=CC=C(C=C1)C(CCC)C1N=C(C=N1)C(=O)OC